FC(CCN1CCN(CC1)S(=O)(=O)N)(F)F 4-(3,3,3-trifluoropropyl)piperazine-1-sulfonamide